C(C)(C)(C)C1=C(OCC(=O)NC2=C(C=C(C=C2)O)CO)C=CC=C1 2-(2-(tert-butyl)phenoxy)-N-(4-hydroxy-2-(hydroxymethyl)phenyl)acetamide